NC1=C(C(NC2=C(C=CC=C12)C=1C=NC=CC1OC)=O)C(=O)NCC 4-amino-N-ethyl-8-(4-methoxy-3-pyridinyl)-2-oxo-1H-quinoline-3-carboxamide